NC=1SC2=C(N1)CCCC2=O 2-Amino-5,6-dihydro-4H-benzothiazole-7-one